N1C(C=CC2=CC=CC=C12)=O quinoline-one